N-(9-(cyclobutylmethyl)-3-oxa-9-azabicyclo[3.3.1]nonan-7-yl)-2,3-dihydro-1H-pyrrolo[1,2-a]indole-9-carboxamide C1(CCC1)CN1C2COCC1CC(C2)NC(=O)C2=C1N(C=3C=CC=CC23)CCC1